COC1=NC=CC(=C1N1CCC(CC1)N1C(N(C=2C([C@H]1C)=CN(N2)C)CC2=C(C=CC=C2)C(F)(F)F)=O)C(F)(F)F (R)-5-(2'-Methoxy-4'-trifluoromethyl-3,4,5,6-tetrahydro-2H-[1,3']bipyridinyl-4-yl)-2,4-dimethyl-7-(2-trifluoromethylbenzyl)-2,4,5,7-tetrahydro-pyrazolo[3,4-d]pyrimidin-6-one